2,6-Diazaspiro[3.3]heptane-2-carboxylic acid, 1,1-dimethylethyl ester C1N(CC12CNC2)C(=O)OC(C)(C)C